C(C)(C)(C)OC(N(C1=NC(=CN=C1OC)N1CCOCC1)C(=O)OC(C)(C)C)=O (tert-Butoxycarbonyl)-N-[3-methoxy-6-(morpholin-4-yl)pyrazin-2-yl]carbamic acid tert-butyl ester